[8-(1-octylnonoxy)-8-oxo-octyl] (2S,4S)-1-[7,7-dimethyl-8-oxo-8-(4-pentylnonoxy)octyl]-4-[4-(4-methylpiperazin-1-yl)-4-oxo-butanoyl]oxypyrrolidine-2-carboxylate CC(CCCCCCN1[C@@H](C[C@@H](C1)OC(CCC(=O)N1CCN(CC1)C)=O)C(=O)OCCCCCCCC(=O)OC(CCCCCCCC)CCCCCCCC)(C(OCCCC(CCCCC)CCCCC)=O)C